ClC1=C(C=CC=C1)C1=C(C=NC(=C1)C(F)(F)F)S(=O)(=O)Cl 4-(2-chlorophenyl)-6-(trifluoromethyl)pyridine-3-sulfonyl chloride